FC(C(=O)C1=C(C(=O)O)C=CC(=N1)C(F)(F)F)F 2-(2,2-difluoroacetyl)-6-(trifluoromethyl)nicotinic acid